4-(2-(difluoromethoxy)-6-fluorophenyl)-N-(5-((5-(hydroxymethyl)pyridin-2-yl)methoxy)-1,3,4-thiadiazol-2-yl)-6-methylnicotinamide FC(OC1=C(C(=CC=C1)F)C1=CC(=NC=C1C(=O)NC=1SC(=NN1)OCC1=NC=C(C=C1)CO)C)F